12-oxo-5alpha-pregn-16-ene O=C1C[C@@H]2[C@]3(CCCC[C@@H]3CC[C@H]2[C@@H]2CC=C(CC)[C@@]12C)C